tert-butyl 4-[(2R,3R)-2-(2-chloro-5-fluoro-3-methyl-phenyl)pyrrolidin-3-yl]piperazine-1-carboxylate ClC1=C(C=C(C=C1C)F)[C@H]1NCC[C@H]1N1CCN(CC1)C(=O)OC(C)(C)C